NC1=NC(=CC(=N1)N[C@H](C)CCC)CC=1C=NC(=CC1)OCCNC (R)-2-amino-6-((6-(2-(methylamino)ethoxy)pyridin-3-yl)methyl)-4-(pentan-2-ylamino)pyrimidine